[O-]S(=O)(=O)C(F)(F)F.[NH2+]1CCC2=CC=CC=C12 indolinium triflate